[N+](=O)([O-])C1=CC=C(C=NC2=NN=C(S2)C=2C=C(C(O)=CC2)O)C=C1 4-{5-[(4-nitrobenzylidene)amino]-1,3,4-thiadiazol-2-yl}catechol